FC(C(C(C(F)(F)F)(F)F)(F)F)(CC(CCCCC)I)F nonafluoro-6-iodoundecane